C(C1=CC=CC=C1)OC(=O)N1CC2CCC(C1)N2C2=NC=1CCN(CC1C=C2)C(=O)OCCCC butyl 2-(3-((benzyloxy)carbonyl)-3,8-diazabicyclo[3.2.1]octan-8-yl)-7,8-dihydro-1,6-naphthyridine-6(5H)-carboxylate